sodium oxamate C(C(=O)N)(=O)[O-].[Na+]